NC1=NC=2N(C=C1)N=C(C2C2=CC(=NC(=C2)C)NC(C)=O)C2=CC(=CC=C2)C#N N-[4-[5-Amino-2-(3-cyanophenyl)pyrazolo[1,5-a]pyrimidin-3-yl]-6-methyl-2-pyridyl]acetamide